N[C@H](C1CCN(CC1)C([C@@H](CO)O)=O)C1=C(C=C(C(=C1)Cl)C(C)C)O (2R)-1-(4-((R)-amino(5-chloro-2-hydroxy-4-isopropylphenyl)methyl)piperidin-1-yl)-2,3-dihydroxypropan-1-one